CC1C(OC(=NO1)C1(CCNCC1)C)CN1CCCCC1 rac-6-methyl-3-(4-methylpiperidin-4-yl)-5-(piperidin-1-ylmethyl)-5,6-dihydro-1,4,2-dioxazine